C1(CC1)C(=O)N1CCN(CC1)C(=O)C=1C=NC2=CC=C(C=C2C1N1CCC(CC1)(C#N)C1=C(C=CC=C1)F)F 1-(3-(4-(Cyclopropanecarbonyl)piperazine-1-carbonyl)-6-fluoroquinolin-4-yl)-4-(2-fluorophenyl)piperidine-4-carbonitrile